C[C@H]1NCCC1 (2R)-2-methyl-pyrrolidin